OC=1C=C(C=C(C1O)O)CC1CCC(=O)O1 5-(3',4',5'-trihydroxyphenyl)-γ-valerolactone